7,8-dihydro-8-oxoguanosine O=C1N([C@H]2[C@H](O)[C@H](O)[C@@H](CO)O2)C=2N=C(NC(C2N1)=O)N